N-cyclopropylmethylpyridazin-4-amine C1(CC1)CNC1=CN=NC=C1